[F-].O[Zn+] hydroxyzinc fluoride